bis[4-(vinyloxy)butyl] 1,6-hexanediylbiscarbamate C(CCCCCNC(OCCCCOC=C)=O)NC(OCCCCOC=C)=O